COC(=O)C12CCC(CC1)(CC2)N2CCOCC2 4-morpholinylbicyclo[2.2.2]Octane-1-carboxylic acid methyl ester